2-((4-methoxy-3-methylpyridin-2-yl)methylsulfanyl)-1H-benzimidazole COC1=C(C(=NC=C1)CSC1=NC2=C(N1)C=CC=C2)C